5-naphthalen-1-yl-1,1'-biphenyl-2-amine C1(=CC=CC2=CC=CC=C12)C1=CC=C(C(=C1)C1=CC=CC=C1)N